O=C1N(CCC(N1)=O)C1=NN(C2=CC(=CC=C12)C1CCN(CC1)CC(CC=1C=C(C=CC1)S(=O)(=O)N1CCC(CC1)NC(OC)=O)C)C methyl (1-((3-(3-(4-(3-(2,4-dioxotetrahydropyrimidin-1(2H)-yl)-1-methyl-1H-indazol-6-yl)piperidin-1-yl)-2-methylpropyl)phenyl)sulfonyl)piperidin-4-yl)carbamate